4'-(4-ethylcyclohexenyl)-2',3,4,5-tetrafluorobiphenyl C(C)C1CC=C(CC1)C1=CC(=C(C=C1)C1=CC(=C(C(=C1)F)F)F)F